CN1N=C(C(=C1)NC(=O)C=1N=C(SC1)C=1C=NNC1)OC(C)C N-[1-methyl-3-(1-methylethoxy)-1H-pyrazol-4-yl]-2-(1H-pyrazol-4-yl)-1,3-thiazole-4-carboxamide